2-[3-[3-(difluoromethoxy)-4-[3-(hydroxymethyl)azetidine-1-carbonyl]-5-methoxyphenyl]imidazo[1,2-a]pyridin-7-yl]-2-methylpropanenitrile FC(OC=1C=C(C=C(C1C(=O)N1CC(C1)CO)OC)C1=CN=C2N1C=CC(=C2)C(C#N)(C)C)F